BrCC=1C=C2CCN(CC2=CC1)C(C)C 6-(bromomethyl)-2-isopropyl-1,2,3,4-tetrahydroisoquinoline